(2S,5R)-N-(2-(3-chloro-2,4-difluorophenyl)propan-2-yl)-5-(hydroxymethyl)morpholine-2-carboxamide ClC=1C(=C(C=CC1F)C(C)(C)NC(=O)[C@@H]1CN[C@@H](CO1)CO)F